C(C)(C)N1N=CC=2C1=NC=NC2 1-isopropyl-1H-pyrazolo[3,4-d]pyrimidine